NCC(C=1SC(=CC1)Cl)NC(=O)C=1N=CN(C1)C1=NC(=NC=C1C)NC1CCOCC1 N-(2-amino-1-(5-chlorothiophen-2-yl)ethyl)-1-(5-methyl-2-((tetrahydro-2H-pyran-4-yl)amino)pyrimidin-4-yl)-1H-imidazole-4-carboxamide